3-methyl-pyrazole compound with chlorine [Cl].CC1=NNC=C1